CC=1C=C(C=NC1C)NC(C(=O)N1[C@@H](CC[C@H](C1)C)C1=CC=C(C=C1)NS(=O)(=O)C)=O N-(5,6-dimethyl-3-pyridyl)-2-[(2S,5R)-2-[4-(methanesulfonamido)phenyl]-5-methyl-1-piperidyl]-2-oxo-acetamide